CC1C=2C(=CC=NC2C(CC1)C)O 5,8-dimethyl-5,6,7,8-tetrahydroquinolin-4-ol